Nonane-3,4,7,8-tetracarboxylic acid CCC(C(CCC(C(C)C(=O)O)C(=O)O)C(=O)O)C(=O)O